copper (triphenylphosphine) bromide [Br-].C1(=CC=CC=C1)P(C1=CC=CC=C1)C1=CC=CC=C1.[Cu+2].[Br-]